tert-butyl 4-benzyl-3-(2-hydroxypropan-2-yl)piperazine-1-carboxylate C(C1=CC=CC=C1)N1C(CN(CC1)C(=O)OC(C)(C)C)C(C)(C)O